C1(CC1)CC(=O)OC(C)Br 2-bromo-2-Ethyl cyclopropylacetate